4-((2-((Tert-Butoxycarbamoyl)amino)phenyl)carbamoyl)benzoic acid C(C)(C)(C)ONC(=O)NC1=C(C=CC=C1)NC(=O)C1=CC=C(C(=O)O)C=C1